CC12C3CCC(C3C(CCC1)(C)C)C2=C decahydro-4,8,8-trimethyl-9-methylene-1,4-methanoazulene